4-((3aR,6aS)-5-(2,2-difluoroethyl)-3a,6a-dimethylhexahydropyrrolo[3,4-c]pyrrol-2(1H)-yl)-5-fluoro-N-(1-methyl-1H-pyrazol-4-yl)pyrimidin-2-amine FC(CN1C[C@@]2([C@](C1)(CN(C2)C2=NC(=NC=C2F)NC=2C=NN(C2)C)C)C)F